(E)-N-(2-butoxyphenyl)-3-(1-methyl-1H-indol-5-yl)acrylamide C(CCC)OC1=C(C=CC=C1)NC(\C=C\C=1C=C2C=CN(C2=CC1)C)=O